3-(5-(7H-pyrrolo[2,3-d]pyrimidin-4-yl)pyridin-2-yl)-6-((6-methoxypyridin-3-yl)methyl)-3,6-diazabicyclo[3.1.1]heptane N1=CN=C(C2=C1NC=C2)C=2C=CC(=NC2)N2CC1N(C(C2)C1)CC=1C=NC(=CC1)OC